ClC1=C(C=2C3CCC(C2C=C1C)C3)CO (4-chloro-5-methyl-3-tricyclo[6.2.1.02,7]undeca-2(7),3,5-trienyl)methanol